OC1(CCN(CC1)C)C=1SC2=C(N1)C=C(C=C2)C2=CC[C@@H](CN2C(=O)OC(C)(C)C)C (S)-tert-butyl 6-(2-(4-hydroxy-1-methylpiperidin-4-yl)benzo[d]thiazol-5-yl)-3-methyl-3,4-dihydropyridine-1(2H)-carboxylate